nondienyl acetate C(C)(=O)OC=CC=CCCCCC